2-(3,5-Dibromophenyl)pyridine BrC=1C=C(C=C(C1)Br)C1=NC=CC=C1